COC1=CC(=C(C=O)C=C1)C1OCCO1 4-methoxy-2-(1,3-dioxolan-2-yl)benzaldehyde